benzoxazole-5-amine O1C=NC2=C1C=CC(=C2)N